N,1,6,7-tetramethyl-2,3-dihydro-1H-pyrrolo[3,4-c]pyridin-4-amine, dihydrochloride salt Cl.Cl.CNC1=NC(=C(C2=C1CNC2C)C)C